CC1(CC1)NC(O[C@H]1C[C@H](CC1)C1=NN(C(=C1)NC1=NC(=C(N=C1)C#N)NC)C(C)(C)C)=O (1R,3S)-3-(1-(tert-butyl)-5-((5-cyano-6-(methylamino)pyrazin-2-yl)amino)-1H-pyrazol-3-yl)cyclopentyl (1-methylcyclopropyl)carbamate